[Na+].[O-]P([O-])(=O)OP(=O)(O)O.[Na+] Sodium pyrophosphate sodium